O(C1=CC=CC=C1)C=1C=C(C(=O)NC=2C=C(C=C(C2)C2=CC(=CC=C2)OCCC)C(=O)O)C=CC1 5-(3-Phenoxybenzamido)-3'-propoxy-[1,1'-biphenyl]-3-carboxylic acid